2-(5-Carbamoyl-1-(2-(5-carbamoyl-2-(4-chloro-2-(2H-tetrazol-5-yl)phenyl)-4-methoxy-1H-benzo[d]imidazol-1-yl)ethyl)-4-methoxy-1H-benzo[d]imidazol-2-yl)-5-chloro-3-fluorobenzoic acid C(N)(=O)C1=C(C2=C(N(C(=N2)C2=C(C(=O)O)C=C(C=C2F)Cl)CCN2C(=NC3=C2C=CC(=C3OC)C(N)=O)C3=C(C=C(C=C3)Cl)C=3N=NNN3)C=C1)OC